6-(cyclopropanecarboxamido)-4-((3-(5-(dicyclopropylphosphoryl)-1-methyl-1H-pyrazol-3-yl)-2-methoxyphenyl)amino)-N-(methyl-d3)pyridazine-3-carboxamide C1(CC1)C(=O)NC1=CC(=C(N=N1)C(=O)NC([2H])([2H])[2H])NC1=C(C(=CC=C1)C1=NN(C(=C1)P(=O)(C1CC1)C1CC1)C)OC